cresylphosphin oxide C1(=CC=C(C=C1)C)[PH2]=O